N[C@@H](C)C(=O)N1CCCCC1 1-(L-alanyl)piperidin